7-(1-ethylpiperidin-4-yl)-2-(2-methyl-1,3-benzoxazol-6-yl)-4H-pyrimido[1,2-b]pyridazin C(C)N1CCC(CC1)C=1C=CC=2N(N1)CC=C(N2)C2=CC1=C(N=C(O1)C)C=C2